C(C)(C)(C)OC([C@@H](NC(CCOCCOCCOCCOCCNC(OC(C)(C)C)=O)=O)CS)=O N-(2,2-dimethyl-4,20-dioxo-3,8,11,14,17-pentoxa-5-azaeicosan-20-yl)-L-cysteine tert-butyl ester